NC=1C(=NC=2C=C3C(=CC2C1)OCC(N3C)=O)C(C)(C)O 8-amino-7-(2-hydroxypropan-2-yl)-4-methyl-2H-[1,4]oxazino[2,3-g]quinolin-3(4H)-one